(1-(4-(3'-chloro-5-fluoro-2-hydroxy-4'-(3-methyl-2-oxo-2,3-dihydro-1H-imidazol-1-yl)-[1,1'-biphenyl]-3-yl)pyridin-2-yl)-3-methylpyrrolidin-3-yl)carbamic acid tert-butyl ester C(C)(C)(C)OC(NC1(CN(CC1)C1=NC=CC(=C1)C=1C(=C(C=C(C1)F)C1=CC(=C(C=C1)N1C(N(C=C1)C)=O)Cl)O)C)=O